C(C)OC1=CC=C(C=C1)C1=CC=C(O1)C(=O)N/N=C/C=1C(=NC=CC1)N1CCOCC1 (E)-5-(4-ethoxyphenyl)-N'-((2-morpholinopyridin-3-yl)methylene)furan-2-carbohydrazide